C[C@]12CCC(=O)C[C@@H]1CC[C@@H]3[C@@H]2CC[C@]4([C@H]3CC[C@@H]4OS(=O)(=O)[O-])C The molecule is a steroid sulfate oxoanion that is the conjugate base of 5alpha-dihydrotestosterone sulfate, obtained by deprotonation of the sulfo group; major species at pH 7.3. It is a conjugate base of a 5alpha-dihydrotestosterone sulfate.